C1=NC=C(C2=CC=CC=C12)N1C(N(CC1C#N)C=1C=NC(=NC1)C(F)(F)F)=O 3-(isoquinolin-4-yl)-2-oxo-1-(2-(trifluoromethyl)pyrimidin-5-yl)imidazolidine-4-carbonitrile